F[P-](F)(F)(F)(F)F.CN(C)C(=[N+]1N=[N+](C2=NC=CC=C21)[O-])N(C)C 1-(bis(dimethylamino)methylene)-1H-1,2,3-triazolo(4,5-b)pyridinium 3-oxide hexafluorophosphate